C(C)(C)(C)C=1N(C2=CC=CC=C2C1)C 2-(tert-butyl)-1-methyl-1H-indole